hexanediamine sebacic acid salt C(CCCCCCCCC(=O)O)(=O)O.C(CCCCC)(N)N